nickel bis(acetylacetate) C(C)(=O)CC(=O)[O-].C(C)(=O)CC(=O)[O-].[Ni+2]